OCC(C)(C)NC1=NC=C(C(=N1)C1=CNC2=CC=CC=C12)C(F)(F)F 3-(2-((1-Hydroxy-2-methylpropan-2-yl)amino)-5-(trifluoromethyl)pyrimidin-4-yl)-1H-indole